8-methoxy-2,6-diphenylquinazoline COC=1C=C(C=C2C=NC(=NC12)C1=CC=CC=C1)C1=CC=CC=C1